C(C)CS(=O)(=O)[O-] EthylMethaneSulfonate